The molecule is a formate ester resulting from the formal condensation of formic acid with the hydroxy group of butan-1-ol. Found in apples, strawberries, sherry and Pamesan cheese, it has a fruity, plum-like odour and taste. It has a role as a polar aprotic solvent, a flavouring agent and a fragrance. It derives from a butan-1-ol. CCCCOC=O